C(C(=C)C)(=O)OCCNC(CC[C@H](N)C(=O)O)=O N5-(2-methacryloyl-oxy-ethyl)-l-glutamine